trimethyl-hydroxyethyl-ammonium bis(trifluoromethanesulfonyl)imide salt [N-](S(=O)(=O)C(F)(F)F)S(=O)(=O)C(F)(F)F.C[N+](CCO)(C)C